5-ETHOXYPYRAZINE-2-BORONIC ACID C(C)OC=1N=CC(=NC1)B(O)O